N[C@@H]1CN(CC[C@H]1F)C1=NC2=C(N1CC(=O)N(C)C)C=C(C=C2)F 2-(2-((3R,4R)-3-Amino-4-fluoropiperidin-1-yl)-6-fluoro-1H-benzo[d]imidazol-1-yl)-N,N-dimethylacetamid